1-(6-aminopyridin-3-yl)-3-((3-fluoroazetidin-1-yl)methyl)piperidin-3-ol ethyl-2,2-difluoro-1',4',6',7'-tetrahydrospiro[cyclopropane-1,5'-indazole]-3'-carboxylate C(C)N1N=C(C=2CC3(CCC12)C(C3)(F)F)C(=O)OC3(CN(CCC3)C=3C=NC(=CC3)N)CN3CC(C3)F